(3-((tert-Butoxycarbonyl)amino)phenyl)boronic acid C(C)(C)(C)OC(=O)NC=1C=C(C=CC1)B(O)O